NC1=CC=C(C=C1)C1=NC2=C(N1)C=CC(=C2)N 2-(4-aminophenyl)-1H-benzimidazole-5-amine